CC1=NC(=CC(=N1)NC1=NN2C(C=C(C=C2)C2=CC(=NC=C2OC[C@H]2CCC3(CCCC3)O2)C)=C1)C (R)-N-(2,6-dimethylpyrimidin-4-yl)-5-[2-methyl-5-(9-oxaspiro[4.4]nonan-8-ylmethoxy)-4-pyridyl]pyrazolo[1,5-a]pyridin-2-amine